tert-butyl 2-methyl-1-oxopropan-2-ylcarbamate CC(C=O)(C)NC(OC(C)(C)C)=O